FC(C1=CC=C(C=C1)C1=CC=C(C=C1)C(C(=O)O)=C)(F)F 4-(4-(trifluoromethyl)phenyl)phenyl-2-propenoic acid